acrylic cyclohexanoic anhydride C1(CCCCC1)C(=O)OC(C=C)=O